tert-butyl 4-(2-chloro-4-((6-cyano-8-cyclopentyl-7-oxo-7,8-dihydropyrido[2,3-d]pyrimidin-2-yl)amino)phenyl)piperazine-1-carboxylate ClC1=C(C=CC(=C1)NC=1N=CC2=C(N1)N(C(C(=C2)C#N)=O)C2CCCC2)N2CCN(CC2)C(=O)OC(C)(C)C